(R)-2-((1-(2,7-dimethyl-3-(methylthio)quinoxalin-5-yl)ethyl)amino)-5-fluorobenzoic acid CC1=NC2=CC(=CC(=C2N=C1SC)[C@@H](C)NC1=C(C(=O)O)C=C(C=C1)F)C